C1(CCCC1)COC1CCN(CC1)C1=NC=2N(C=C1C)C(NN2)=O 7-(4-(cyclopentylmethoxy)piperidin-1-yl)-6-methyl-[1,2,4]triazolo[4,3-a]pyrimidin-3(2H)-one